N1(CCCCC1)C(=O)ONC1=C(C=CC=C1C(F)(F)F)C#N ((2-cyano-6-(trifluoromethyl) phenyl) amino) piperidine-1-carboxylate